O[C@@]1(CC[C@@]2([C@H]3CC[C@]4([C@H]([C@@H]3CC[C@@H]2C1)C[C@@H]4C(CN4N=CC=C4)=O)C)C)C 1-(2-((1S,2aS,2bR,4aR,6R,8aS,8bS,10aS)-6-hydroxy-6,8a,10a-trimethylhexadecahydrocyclobuta[a]phenanthren-1-yl)-2-oxoethyl)-1H-pyrazole